1-octyl-3-Methylpiperidinium acetate C(C)(=O)[O-].C(CCCCCCC)[NH+]1CC(CCC1)C